(2-(4,4-Difluoropiperidin-1-yl)quinolin-8-yl)-6-ethylpyridin-2-amine FC1(CCN(CC1)C1=NC2=C(C=CC=C2C=C1)C=1C(=NC(=CC1)CC)N)F